C(C1=CC=CC=C1)OC1=CC=C(C=C1)CCBr 1-(benzyloxy)-4-(2-bromoethyl)benzene